methyl 2-((2R,3S,4S,5R)-3-(3,4-difluoro-2-methoxyphenyl)-4,5-dimethyl-5-(trifluoromethyl)tetrahydrofuran-2-yl)-5-fluoro-6-methyl-4-oxo-1,4-dihydropyridine-3-carboxylate FC=1C(=C(C=CC1F)[C@H]1[C@@H](O[C@]([C@H]1C)(C(F)(F)F)C)C=1NC(=C(C(C1C(=O)OC)=O)F)C)OC